C(C)C1NC(C1C(=O)O)C(C)=NOCC1=CC2=CC=CC=C2C=C1 2-ethyl-4-(1-((naphthalen-2-ylmethoxy)imino)ethyl)azetidine-3-carboxylic acid